(R)-1-((2-(3'-(3-(Azetidin-1-ylmethyl)-1,7-naphthyridin-8-ylamino)-2,2'-dimethylbiphenyl-3-yl)-7-cyanobenzo[d]oxazol-5-yl)methyl)pyrrolidin N1(CCC1)CC=1C=NC2=C(N=CC=C2C1)NC=1C(=C(C=CC1)C1=C(C(=CC=C1)C=1OC2=C(N1)C=C(C=C2C#N)CN2CCCC2)C)C